5-(1,4-diazepan-1-yl)-1,8-naphthyridin-2(1H)-one hydrochloride Cl.N1(CCNCCC1)C1=C2C=CC(NC2=NC=C1)=O